2-((2-cyclopropyl-4-(piperazin-1-yl)phenyl)amino)-4-((3-(2-oxo-1,3-oxazinan-3-yl)propyl)amino)pyrimidine-5-carbonitrile C1(CC1)C1=C(C=CC(=C1)N1CCNCC1)NC1=NC=C(C(=N1)NCCCN1C(OCCC1)=O)C#N